C1(CCCCC1)COC=1C=C(C=CC1)C(CCO)O 1-(3-(cyclohexylmethoxy)phenyl)propane-1,3-diol